5-((2-((tert-butoxycarbonyl)(4-((tert-butoxycarbonyl)((2-chloro-[1,1'-biphenyl]-4-yl)methyl)amino)butyl)amino)ethyl)amino)benzo[c][2,6]naphthyridine-8-carboxylic acid C(C)(C)(C)OC(=O)N(CCNC1=NC2=C(C3=CN=CC=C13)C=CC(=C2)C(=O)O)CCCCN(CC2=CC(=C(C=C2)C2=CC=CC=C2)Cl)C(=O)OC(C)(C)C